C(C=C)[C@]1(C(N(CCN(C1)C(=O)OC(C)(C)C)C(C1=CC=C(C=C1)OC)=O)=O)CCC#N tert-butyl (R)-6-allyl-6-(2-cyanoethyl)-4-(4-methoxybenzoyl)-5-oxo-1,4-diazepane-1-carboxylate